C1(=CC=CC=C1)C1C(\C(\C2=CC=CC=C12)=C(\C1=CC=C(C=C1)C)/NC1=CC=CC=C1)=O (Z)-1-phenyl-3-((phenylamino)(p-tolyl)methylene)-1,3-dihydro-2H-inden-2-one